CC1CCN2C(O1)=CC=N2 5-methyl-6,7-dihydro-5H-pyrazolo[5,1-b][1,3]oxazine